C(C)OC(=O)C1C2C(C(NC1)=O)CN(C2)C(=O)OC(C)(C)C 4-oxo-octahydro-2H-pyrrolo[3,4-c]pyridine-2,7-dicarboxylic acid 2-(tert-butyl) ester 7-ethyl ester